C1(CC1)COC=1C=CC(=NC1)C(C(=O)N)C (5-(cyclopropyl-methoxy)pyridin-2-yl)propanamide